8-(1-Cyclopropyl-1H-indol-4-yl)-9-(difluoro-methyl)-7-fluoro-1,4,4-trimethyl-5H-[1,2,4]triazolo[4,3-a]quinoxaline C1(CC1)N1C=CC2=C(C=CC=C12)C1=C(C=C2NC(C=3N(C2=C1C(F)F)C(=NN3)C)(C)C)F